4-[3-methoxy-4-(3-methoxyphenoxy)phenyl]-2h,4h,5h,6h,7h-pyrazolo[3,4-b]pyridin-6-one COC=1C=C(C=CC1OC1=CC(=CC=C1)OC)C1C=2C(NC(C1)=O)=NNC2